(3R)-4-[3-chloro-5-(2,6-difluorophenyl)-6H-pyrazolo[1,5-a][1,3,5]benzotriazepin-9-yl]-3-methyl-morpholine ClC=1C=NN2C1N=C(NC1=C2C=C(C=C1)N1[C@@H](COCC1)C)C1=C(C=CC=C1F)F